COCCSC=1N=NC(=C(N1)C1=CC=CC=C1)C1=CC=CC=C1 3-(2-methoxyethylsulfanyl)-5,6-diphenyl-1,2,4-triazine